FC(C(=O)O)(F)F.O1CCN(CC1)C=1C2=C(N=CN1)NC(=C2)C2=CC=C(C=C2)NC(C2=NC=CC(=C2)CN2C[C@@H](CCC2)NC(C(=C)CN2CC(CC2)C(F)(F)F)=O)=O N-(4-(4-morpholino-7H-pyrrolo[2,3-d]pyrimidin-6-yl)phenyl)-4-(((3R)-3-(2-((3-(trifluoromethyl)pyrrolidin-1-yl)methyl)acrylamido)piperidin-1-yl)methyl)picolinamide trifluoroacetate